[4-(trifluoromethoxy)-phenyl]Boric acid FC(OC1=CC=C(C=C1)OB(O)O)(F)F